2-(2-{[2-(1H-1,3-benzodiazol-2-yl)ethyl]amino}ethyl)-N7-[(3-fluoropyridin-2-yl)methyl]-[1,3]thiazolo[5,4-d]pyrimidine-5,7-diamine N1C(=NC2=C1C=CC=C2)CCNCCC=2SC=1N=C(N=C(C1N2)NCC2=NC=CC=C2F)N